3-[(1R)-4-methyl-3-cyclohexen-1-yl]butanal CC1=CC[C@@H](CC1)C(CC=O)C